C(C)(C)C1=C(C=CC=C1)C1=NC=C2C(=N1)N(N=C2)CC2=CC=C(C=C2)C=2N(C=C(N2)C(F)(F)F)C2CN(C2)C(=O)OCCCC n-Butyl 3-(2-(4-((6-(2-isopropylphenyl)-1H-pyrazolo[3,4-d]pyrimidin-1-yl)methyl)phenyl)-4-(trifluoromethyl)-1H-imidazol-1-yl)azetidine-1-carboxylate